C1=CC=CC=2C3=CC=CC=C3C(C12)COC(=O)N1[C@@H](CC[C@@H]1C1=CC=CC2=CC=CC=C12)C(=O)O (2S,5R)-1-(((9H-fluoren-9-yl)methoxy)carbonyl)-5-(naphthalen-1-yl)pyrrolidine-2-carboxylic acid